3-(hydroxymethyl)-1H-pyrazole-1-carboxylic acid tert-butyl ester C(C)(C)(C)OC(=O)N1N=C(C=C1)CO